Cl.N1CC(CC1)N(C(=O)N)C1=CC=C(C=C1)OC(F)(F)F N-pyrrolidin-3-yl-N-[4-(trifluoromethoxy)phenyl]urea hydrochloride